C(C)(C)(C)OC(=O)N1CC(=CCC1)C1=NC=C(C=C1)C(C(=O)O)C 2-(1'-(tert-butoxycarbonyl)-1',2',5',6'-tetrahydro-[2,3'-bipyridin]-5-yl)propionic acid